C1(=CC=CC=C1)N1C(=NN=C1C=1SC=CN1)C1CC(C1)NC(OC(C)(C)C)=O tert-butyl ((1r,3r)-3-(4-phenyl-5-(thiazol-2-yl)-4H-1,2,4-triazol-3-yl)cyclobutyl)carbamate